7-nitro-3,4-dihydro-2H-benzo[2,1-b][1,4]oxazepine [N+](=O)([O-])C=1C=CC=2OCCCNC2C1